C(C)(C)(C)NCC(=O)O tert-butyl-glycine